5-((ethoxycarbonyl)amino)pyridine C(C)OC(=O)NC=1C=CC=NC1